Ethyl 2-cyclohexyl-2,2-difluoroacetate C1(CCCCC1)C(C(=O)OCC)(F)F